2-((tert-butyldimethylsilyl)oxy)-1-(thiazol-2-yl)ethan-1-ol [Si](C)(C)(C(C)(C)C)OCC(O)C=1SC=CN1